3-anilino-5-methyl-5-(4-phenoxyphenyl)-1,3-oxazolidine-2,4-dione N(C1=CC=CC=C1)N1C(OC(C1=O)(C1=CC=C(C=C1)OC1=CC=CC=C1)C)=O